C1(CC1)S(=O)(=O)NC=1SC=C(N1)C(C(=O)NC1=CC=C(C=N1)C=1C=NC=C(C1)F)(C)C 2-(2-(cyclopropanesulfonamido)thiazol-4-yl)-N-(5'-fluoro-[3,3'-bipyridin]-6-yl)-2-methylpropanamide